FC(OC1=CC(=C(C(=O)NCC2=C(C=CC3=C2N(C=N3)C)OC)C=C1)F)F 4-(difluoromethoxy)-2-fluoro-N-[(6-methoxy-1-methyl-1H-benzimidazol-7-yl)methyl]benzamide